2,2'-azobis[2-(5-methyl-2-imidazolin-2-yl)propane] Dihydrochloride Cl.Cl.N(=NC(C)(C)C=1NC(CN1)C)C(C)(C)C=1NC(CN1)C